2-[3-(methanesulfonylmethyl)pyrrolidin-1-yl]aniline CS(=O)(=O)CC1CN(CC1)C1=C(N)C=CC=C1